NC=1N=NC(=CC1N1CC2CCC(C1)N2C=2C=C(OC1CCN(CC1)C(=O)OCC1=CC=CC=C1)C=CC2)C2=C(C=CC=C2)O benzyl 4-[3-[3-[3-amino-6-(2-hydroxyphenyl)pyridazin-4-yl]-3,8-diazabicyclo[3.2.1]octan-8-yl]phenoxy]piperidine-1-carboxylate